benzyl N-[(1S)-1-[(2S,5R,6R)-5-azido-6-[(1R,2S,3R,4R,5S,6R)-2,4-bis(benzyloxycarbonylamino)-3,5,6-trihydroxy-cyclohexoxy]tetrahydropyran-2-yl]ethyl]-N-benzyl-carbamate N(=[N+]=[N-])[C@@H]1CC[C@H](O[C@@H]1O[C@@H]1[C@H]([C@@H]([C@H]([C@@H]([C@H]1O)O)NC(=O)OCC1=CC=CC=C1)O)NC(=O)OCC1=CC=CC=C1)[C@H](C)N(C(OCC1=CC=CC=C1)=O)CC1=CC=CC=C1